2-Propionylamino-5,6,7,8-tetrahydro-4H-cyclohepta[b]thiophene-3-carboxylic acid C(CC)(=O)NC1=C(C2=C(S1)CCCCC2)C(=O)O